ClC=1SC2=C(N1)C=CC(=C2)S(=O)(=O)N2CC1(CN(C1)C(=O)OC(C)(C)C)CC2 tert-butyl 6-((2-chlorobenzo[d]thiazol-6-yl) sulfonyl)-2,6-diazaspiro[3.4]octane-2-carboxylate